ClC1=C(C=CC=C1COC1=NC=2CCN(CC2C=C1)CC=O)C1=C(C=CC=C1)F 2-(2-((2-chloro-2'-fluoro-[1,1'-biphenyl]-3-yl)methoxy)-7,8-dihydro-1,6-naphthyridin-6(5H)-yl)acetaldehyde